COC(=O)C=1C=CC(=C2C=CNC12)B1OC(C(O1)(C)C)(C)C 4-(4,4,5,5-tetramethyl-1,3,2-dioxaborolan-2-yl)-1H-indole-7-carboxylic acid methyl ester